COC(C1=C(C(=CC=C1)OCC1=CC=CC=C1)O)=O 3-(benzyloxy)-2-hydroxybenzoic acid methyl ester